N-[(4-hydroxy-4-methyl-3-piperidinyl)methyl]Methanesulfonamide OC1(C(CNCC1)CNS(=O)(=O)C)C